N(=[N+]=[N-])CC=1N=C2N(C=C(C=C2)CN(C(OC(C)(C)C)=O)CC23CC(C2)(C3)F)C1 tert-butyl N-{[2-(azidomethyl)imidazo[1,2-a]pyridin-6-yl]methyl}-N-({3-fluorobicyclo[1.1.1]pentan-1-yl}methyl)carbamate